8-bromo-6-chloro-quinolin-4-ol BrC=1C=C(C=C2C(=CC=NC12)O)Cl